C1(CC1)C=1N=C2N(N=C(C=C2[C@@H]2[C@H](C2)C2=CC3=C(N=CS3)C=C2)C=2C(=NC(=NC2)OC)OC)C1 6-[(1S,2S)-2-[2-cyclopropyl-6-(2,4-dimethoxypyrimidin-5-yl)imidazo[1,2-b]pyridazin-8-yl]cyclopropyl]-1,3-benzothiazole